BrC1=NN(C=C1)C1=C(C#N)C=CC=C1 2-(3-bromopyrazol-1-yl)benzonitrile